(2S,3R)-3-cyclopropyl-3-((R or S)-3-(2'-fluoro-5'-methoxy-[1,1'-biphenyl]-4-yl)-4-methyl-3,4-dihydro-2H-benzo[b][1,4]oxazin-6-yl)-2-methylpropanoic acid C1(CC1)[C@H]([C@@H](C(=O)O)C)C1=CC2=C(OC[C@H](N2C)C2=CC=C(C=C2)C2=C(C=CC(=C2)OC)F)C=C1 |o1:15|